[Cl-].[Na+].[K+].[Cl-] potassium-sodium chloride salt